6-bromo-8-((4-hydroxypiperidin-1-yl)sulfonyl)quinazolin-4-ol BrC=1C=C2C(=NC=NC2=C(C1)S(=O)(=O)N1CCC(CC1)O)O